C(C=C=C)(=O)N[C@@H](CCCCN)C(=O)O (Buta-2,3-dienoyl)-Lysin